C1(NC(C=2CC(CC(C12)=O)=O)=O)=O isoindole-1,3,5,7(2H,6H)-tetrone